BrC1=CC=CCN1C=1C(=NC=C(C1)C(NC1=CC=C(C=C1)OC(F)(F)Cl)=O)N1C[C@@H](CC1)O (R)-6-bromo-N-(5-((4-(chlorodifluoromethoxy)phenyl)carbamoyl)-2-(3-hydroxyPYRROLIDIN-1-YL)PYRIDIN-3-YL)PYRIDINE